propyl-N,N-dimethyl-N-hydroxyethylammonium bromide [Br-].C(CC)[N+](CCO)(C)C